C1(=C(C=CC=C1)C1=C(C2=C(OC3=C2C=CC=C3)C=C1)C1=C(C(=C(C=C1)C1(C(C(C(C(C1[2H])([2H])[2H])([2H])[2H])([2H])[2H])([2H])[2H])[2H])C1(C(C(C(C(C1[2H])([2H])[2H])([2H])[2H])([2H])[2H])([2H])[2H])[2H])C1=NN=NC=C1)C1=CC=CC=C1 (biphenylyl)[(diphenyl-d10)triazinylphenyl]dibenzofuran